tert-butyl (4-(5-bromooxazolo[4,5-b]pyridin-2-yl)tetrahydro-2H-pyran-4-yl)(methyl)carbamate BrC1=CC=C2C(=N1)N=C(O2)C2(CCOCC2)N(C(OC(C)(C)C)=O)C